CC=1C(=NC(=NC1)NC1=NN(C(=C1)C)CCN1CCOCC1)C1=CNC2=C(C=CC=C12)NC(C)=O N-(3-(5-methyl-2-((5-methyl-1-(2-morpholinoethyl)-1H-pyrazol-3-yl)amino)pyrimidin-4-yl)-1H-indol-7-yl)acetamide